FC=1C=C2N(CCN(C2=CC1)C(CCN1CC2N(CC1)CCC2)=O)C2=CC=C(C=C2)F 1-(6-fluoro-4-(4-fluorophenyl)-3,4-dihydroquinoxalin-1(2H)-yl)-3-(hexahydropyrrolo[1,2-a]pyrazine-2(1H)-yl)propan-1-one